2-(naphthalen-2-yl)maleonitrile C1=C(C=CC2=CC=CC=C12)/C(/C#N)=C/C#N